2-(3-chlorophenyl)-3-cyanomethyl-indazole (tert-butyl-3-(benzyloxy)-2-ethyl-4-oxopyridin-1(4H)-yl)carbamate C(C)(C)(C)C=1C(C(=C(N(C1)NC(O)=O)CC)OCC1=CC=CC=C1)=O.ClC=1C=C(C=CC1)N1N=C2C=CC=CC2=C1CC#N